6-mercapto-2,3-dihydro-1H-indene-4-ol SC=1C=C(C=2CCCC2C1)O